7-methyl-5-(5-(tetrahydrofuran-3-yl)pyrimidin-2-yl)-7H-pyrrolo[2,3-d]pyrimidin-4-amine CN1C=C(C2=C1N=CN=C2N)C2=NC=C(C=N2)C2COCC2